[Ga]=[Se].[Cu].[Ag] silver copper gallium selenide